2'-(4,5-Dimethyl-1H-imidazol-2-yl)-1-(phenylsulfonyl)-1,2,5,6-tetrahydro-3,4'-bipyridine trifluoroacetate salt FC(C(=O)O)(F)F.CC=1N=C(NC1C)C1=NC=CC(=C1)C=1CN(CCC1)S(=O)(=O)C1=CC=CC=C1